5-(1-((1H-imidazol-4-yl)methyl)piperidin-4-yl)-2-(2,6-dimethylpyridin-4-yl)-3-isopropyl-1H-indole N1C=NC(=C1)CN1CCC(CC1)C=1C=C2C(=C(NC2=CC1)C1=CC(=NC(=C1)C)C)C(C)C